2,2'-biquinoline-4,4'-dicarboxylic acid sodium [Na].N1=C(C=C(C2=CC=CC=C12)C(=O)O)C1=NC2=CC=CC=C2C(=C1)C(=O)O